C(CCCCCCCCCCCCCCC)C(CC(N)(C)C)OS(O)(=O)=O palmityldimethyl-aminopropyl-sulfuric acid